5-((2,7-diazaspiro[3.5]non-2-yl)methyl)-2-(trifluoromethyl)benzoic acid C1N(CC12CCNCC2)CC=2C=CC(=C(C(=O)O)C2)C(F)(F)F